NC(C)C=1C(=C(C#N)C=CC1)F (1-aminoethyl)-2-fluoro-benzonitrile